BrC=1C=NC=C(C1)N1C[C@H]([C@@H](C1)F)F 3-bromo-5-[(3R,4R)-3,4-difluoropyrrolidin-1-yl]pyridine